2-(perfluoroethyl)-5-phenyl-3,4-di-p-toluenesulfonyl-furan FC(C(F)(F)F)(C=1OC(=C(C1S(=O)(=O)C1=CC=C(C)C=C1)S(=O)(=O)C1=CC=C(C)C=C1)C1=CC=CC=C1)F